Tris(2-phenylquinoline) iridium (III) [Ir+3].C1(=CC=CC=C1)C1=NC2=CC=CC=C2C=C1.C1(=CC=CC=C1)C1=NC2=CC=CC=C2C=C1.C1(=CC=CC=C1)C1=NC2=CC=CC=C2C=C1